C(CC[NH3+])CC(=O)[O-] The molecule is zwitterionic form of 5-aminopentanoic acid having an anionic carboxy group and a protonated amino group. It is a tautomer of a 5-aminopentanoic acid.